COC(C1=CC(=C(C=C1)N)NC1=CC2=C(NC(N2)=O)C=C1)=O 4-amino-3-((2-oxo-2,3-dihydro-1H-benzo[d]imidazol-5-yl)amino)benzoic acid methyl ester